Tert-butyl 2-((2-chloro-5-cyanophenyl) amino)-2-oxoacetate ClC1=C(C=C(C=C1)C#N)NC(C(=O)OC(C)(C)C)=O